C(C1=CC=CC=C1)NC(=O)C12C(C3C(C(N1)CC)C(CN3CC(C)C)C2)CC2=CC=CC=C2 N,7-dibenzyl-4-ethyl-1-isobutyloctahydro-6H-3,6-methanopyrrolo[3,2-c]pyridine-6-carboxamide